C(C)(C)C1=C(C(=CC(=C1)C(C)C)C(C)C)N=C=NC1=C(C=C(C=C1C(C)C)C(C)C)C(C)C bis(2,4,6-triisopropylphenyl)carbodiimide